NCCOCCN Bis(2-aminoethyl)ether